CC1(CN(C1)C1=CC2=C(C=C(O2)C(=O)OC)C=C1)C methyl 6-(3,3-dimethylazetidin-1-yl)-1-benzofuran-2-carboxylate